6-(6-Chloro-pyrazin-2-yl)-2,6-diaza-spiro[3.3]heptane-2-carboxylic acid tert-butyl ester C(C)(C)(C)OC(=O)N1CC2(C1)CN(C2)C2=NC(=CN=C2)Cl